[(2S)-1-tert-butoxycarbonyl-1,2,3,6-tetrahydropyridin-2-yl]methanol C(C)(C)(C)OC(=O)N1[C@@H](CC=CC1)CO